ClC1=CC=C(C=C1)C=1C(=NC=NC1C1=CC=CC=C1)C(=O)OC methyl 5-(4-chlorophenyl)-6-phenylpyrimidine-4-carboxylate